FC(CN1C=NC2=C1C=C(C=C2)C=2C=CN1N=C(N=C(C12)OC)N[C@@H]1[C@@H](CN(CC1)C)F)F 5-(1-(2,2-difluoroethyl)-1H-benzo[d]imidazol-6-yl)-N-((3R,4S)-3-fluoro-1-methylpiperidin-4-yl)-4-methoxypyrrolo[2,1-f][1,2,4]triazin-2-amine